C(#N)N=S(=O)(NC(NC1=C2CCCC2=CC=2CCCC12)=O)\C=C\C1CC2C(COC2)C1 (E)-N'-cyano-2-(hexahydro-1H-cyclopenta[c]furan-5-yl)-N-((1,2,3,5,6,7-hexahydro-s-indacen-4-yl)carbamoyl)ethene-1-sulfonimidamide